(S)-tert-butyl ((3-iodo-7,8-dihydro-2H-1,6,9-trioxa-9a-borabenzo[cd]azulen-2-yl)methyl)carbamate IC1=CC=C2C3=C1[C@H](OB3OCCO2)CNC(OC(C)(C)C)=O